C1=CC=CC=2C1=C1C=3C=C4C(=CC3NC1=CC2)NC=2C=CC=CC24 7,9-dihydrobenzo[g]indolo[2,3-b]carbazole